8-amino-9-(6-chloro-3-methoxy-2-methylphenyl)-5-methyl-9H-imidazo[1,2-a]pyrrolo[2,3-c]pyridine-7-carbonitrile NC1=C(C2=C(C=3N(C(=C2)C)C=CN3)N1C1=C(C(=CC=C1Cl)OC)C)C#N